CC(=CC)C1OC=2CCCC(C2C(C1)CC)=O 2-(but-2-en-2-yl)-4-ethyl-2,3,4,6,7,8-hexahydro-5H-chromen-5-one